1-(5-bromopyridin-2-yl)-4-(hydroxymethyl)-N-isobutylpiperidine-4-amide BrC=1C=CC(=NC1)N1CCC(CC1)(C(=O)NCC(C)C)CO